IC1=CNC2=NC=CC(=C21)C#C[Si](C(C)C)(C(C)C)C(C)C 3-Iodo-4-((triisopropylsilyl)ethynyl)-1H-pyrrolo[2,3-b]pyridine